The molecule is an extended flavonoid that is flavonol with an additional hydroxy group at position 3', two 2,2-dimethyldihydropyrano rings fused to ring A across positions 5, 6 and 7, 8 respectively and a prenyl group at position 4'. Isolated from the roots of Dorstenia psilurus, it exhibits alpha-glucosidase inhibitory activity. It has a role as a metabolite and an EC 3.2.1.20 (alpha-glucosidase) inhibitor. It is an extended flavonoid, a member of flavonols and an organic heterotetracyclic compound. CC(=CCC1=C(C=C(C=C1)C2=C(C(=O)C3=C4C(=C5C(=C3O2)CCC(O5)(C)C)CCC(O4)(C)C)O)O)C